[Si](C1=CC=CC=C1)(C1=CC=CC=C1)(C(C)(C)C)OCC1=NN(C(N1CC)=O)C=1C=C2C(=NN(C(C2=CC1)=O)C1=C(C=CC=C1F)Cl)C(C)C 6-(3-(((tert-butyldiphenylsilyl)oxy)methyl)-4-ethyl-5-oxo-4,5-dihydro-1H-1,2,4-triazol-1-yl)-2-(2-chloro-6-fluorophenyl)-4-isopropylphthalazin-1(2H)-one